CC1(CCCO1)C 5,5-dimethyloxolan